7-(3-bromo-4-methoxyphenyl)-9-phenyl-acenaphtho[1,2-c]furan BrC=1C=C(C=CC1OC)C1=C2C(=C(O1)C1=CC=CC=C1)C=1C=CC=C3C=CC=C2C13